NC=1C=C(C=CC1)CC(=O)O 3-aminophenylacetic acid